4-[(E)-3-[4-(Carboxymethoxy)-2-prop-2-enoxyphenyl]-3-oxoprop-1-enyl]benzoic acid C(=O)(O)COC1=CC(=C(C=C1)C(/C=C/C1=CC=C(C(=O)O)C=C1)=O)OCC=C